5-butyl-3-(methylthio)-1,2,4-triazine C(CCC)C=1N=C(N=NC1)SC